COC=1C=C(CN2N=C3C=CC(=CC3=C2)F)C=CC1 2-(3-Methoxybenzyl)-5-fluoro-2H-indazole